2-(thiazol-2-yl)-1,4-Dihydropyrimidine-5-carboxylate S1C(=NC=C1)C=1NC=C(CN1)C(=O)[O-]